3-ethylhexane-1-sulfonic acid C(C)C(CCS(=O)(=O)O)CCC